C(CCCCCCCCC)NC1=CC=C(C=C1)NCCCCCCCCCC didecyl-p-phenylenediamine